chloro-2-((2,3-dichlorophenyl)thio)-3-iodopyrazine ClC=1N=C(C(=NC1)SC1=C(C(=CC=C1)Cl)Cl)I